tert-butyl (1-((2-cyano-3-(methylthio)-5-(4,4,5,5-tetramethyl-1,3,2-dioxaborolan-2-yl)phenoxy)methyl)cyclohexyl)carbamate C(#N)C1=C(OCC2(CCCCC2)NC(OC(C)(C)C)=O)C=C(C=C1SC)B1OC(C(O1)(C)C)(C)C